C(C(=C)C)(=O)O.C(C(=C)C)(=O)O.C=C.C=C.C=C Triethylene dimethacrylate